FC(C1=NN(C=C1NC(=O)C=1C=NN2C1N=C(C=C2)N2CCOCC2)C2CCN(CC2)CCC2CCC1(CCN(CC1)C(=O)OC(C)(C)C)CC2)F tert-butyl 9-(2-(4-(3-(difluoromethyl)-4-(5-morpholinopyrazolo[1,5-a]pyrimidin-3-carboxamido)-1H-pyrazol-1-yl) piperidin-1-yl) ethyl)-3-azaspiro[5.5]undecane-3-carboxylate